ClC1=CC2=C(N=CN(C2=O)CC2(CCN(CC2)C(C2=CC=C(C=C2)Cl)=O)O)N1C1=CC=C(C=C1)[C@H]1CO[C@@H](CN1C(=O)OC(C)(C)C)C tert-butyl (2R,5S)-5-(4-(6-chloro-3-((1-(4-chlorobenzoyl)-4-hydroxypiperidin-4-yl)methyl)-4-oxo-3,4-dihydro-7H-pyrrolo[2,3-d]pyrimidin-7-yl)phenyl)-2-methylmorpholine-4-carboxylate